ClC1=CC(=NC=C1)CN1C2=NC=NC(=C2N=C1C1=C(C=C(C=C1)OCCN1CCNCC1)F)OC1(CC1)C 9-((4-chloropyridin-2-yl)methyl)-8-(2-fluoro-4-(2-(piperazin-1-yl)ethoxy)phenyl)-6-(1-methylcyclopropoxy)-9H-purine